(3S)-1'-[3-methyl-5-(quinolin-5-yl)-5H-pyrrolo[2,3-b]pyrazin-2-yl]-1,3-dihydrospiro[indene-2,4'-piperidin]-3-amine CC1=C(N=C2C(=N1)N(C=C2)C2=C1C=CC=NC1=CC=C2)N2CCC1(CC2)CC2=CC=CC=C2[C@H]1N